ClCC1=C(C(=NC=N1)NC(=O)NCC)F 1-(6-(chloromethyl)-5-fluoropyrimidin-4-yl)-3-ethylurea